((6-(difluoromethoxy)-2-(2,2'-dimethyl-3'-(5-((3-methylpyrrolidin-1-yl)methyl)-7-(trifluoromethyl)benzo[d]oxazol-2-yl)-[1,1'-biphenyl]-3-yl)benzo[d]oxazol-5-yl)methyl)-L-proline FC(OC1=CC2=C(N=C(O2)C=2C(=C(C=CC2)C2=C(C(=CC=C2)C=2OC3=C(N2)C=C(C=C3C(F)(F)F)CN3CC(CC3)C)C)C)C=C1CN1[C@@H](CCC1)C(=O)O)F